C1CC(C1F)(F)F trifluoroCyclobutane